9-(4-aminobutyl)-1-(trifluoromethyl)-9H-pyrido[3,4-b]indol-7-ol NCCCCN1C2=C(C3=CC=C(C=C13)O)C=CN=C2C(F)(F)F